FC1(C(N(C2=C(O1)C=C(C(=C2)C2=C(C(=C(C(=C2F)F)F)F)F)F)CC2=CC=C(C=C2)CC(=O)O)=O)F 2-(4-((2,2,7-trifluoro-3-oxo-6-(perfluorophenyl)-2,3-dihydro-4H-benzo[b][1,4]oxazin-4-yl)methyl)phenyl)acetic acid